BrC1=C(C(=NC=C1)CNC(C1=CC(=CC(=C1)F)F)=O)C N-((4-bromo-3-methylpyridin-2-yl)methyl)-3,5-difluorobenzamide